C(C)(C)(C)OC(N(C(C)C1=CC=CC=C1)CC(C)(C=1C=NN(C1)C)O)=O.C(C)(C)(C)C1=CC=C(C(=O)NC(NC2=C(C=C(C=C2Cl)Cl)Cl)=S)C=C1 4-(tert-butyl)-N-((2,4,6-trichlorophenyl)thiocarbamoyl)benzamide tert-butyl-N-[2-hydroxy-2-(1-methylpyrazol-4-yl)propyl]-N-(1-phenylethyl)carbamate